FC1=CC=C(C=C1)N1N=C2C(N=CC=C2C2=CC(=C(C(=O)N[C@H](CO)C3=CC=CC=C3)C=C2)OC)=C1 (S)-4-(2-(4-Fluorophenyl)-2H-pyrazolo[4,3-b]pyridin-7-yl)-N-(2-hydroxy-1-phenylethyl)-2-methoxybenzamide